3-(3-nitro-phenyl)-urea [N+](=O)([O-])C=1C=C(C=CC1)NC(N)=O